FC=1C=C2C=CN=C(C2=CC1)\C=N\NC(NC)=S (E)-2-((6-Fluoroisoquinolin-1-yl)methylene)-N-methylhydrazine-1-carbothioamide